C(C)OC1CCC(CC1)N (1r,4r)-4-ethoxycyclohexylamine